CC(C)(C)C1=CC2=C(C=C(C(O2)C(F)(F)F)C(=O)O)C=C1 7-(1,1-dimethylethyl)-2-trifluoromethyl-2H-1-benzopyran-3-carboxylic acid